4-(4-Fluorophenyl)-1H-pyrazole FC1=CC=C(C=C1)C=1C=NNC1